(2R)-2-{5-methyl-2-[trans-4-(trifluoromethyl)cyclohexyl]pyrazolo[1,5-a]pyrimidin-7-yl}morpholine-4-carboxylic acid methyl ester COC(=O)N1C[C@@H](OCC1)C1=CC(=NC=2N1N=C(C2)[C@@H]2CC[C@H](CC2)C(F)(F)F)C